ClC1=C(C(=NC=N1)OC=1C=CC(=C(C1)CO)N1C[C@H](CC1)OC1=NC=CC=C1Cl)CC (S)-(5-(6-chloro-5-ethylpyrimidin-4-yloxy)-2-(3-(3-chloropyridin-2-yloxy)pyrrolidin-1-yl)phenyl)methanol